C(CCCCC)NCC(=O)O hexylglycine